3-pyridylmethyl N-[(1S)-1-cyclohexyl-2-[4-(3,5-dimethyl-1H-pyrazol-4-yl)anilino]-2-oxo-ethyl]carbamate C1(CCCCC1)[C@@H](C(=O)NC1=CC=C(C=C1)C=1C(=NNC1C)C)NC(OCC=1C=NC=CC1)=O